ethyl (E)-3-(3-methylbut-1-en-1-yl)-1-(pyrazin-2-yl)-1H-thieno[2,3-c]pyrazole-5-carboxylate CC(/C=C/C=1C2=C(N(N1)C1=NC=CN=C1)SC(=C2)C(=O)OCC)C